ClC=1C=C2C(=NC(N3C2=C(C1C1=C(C=C(C(=C1)Cl)F)F)SC[C@@H](C3)OC)=O)N3[C@H](CNCC3)C (3R)-10-chloro-11-(5-chloro-2,4-difluorophenyl)-3-methoxy-8-((S)-2-methylpiperazin-1-yl)-3,4-dihydro-2H,6H-[1,4]thiazepino[2,3,4-ij]quinazolin-6-one